COC=1C=C2C(=CN(C(C2=CC1OC)=O)C1=C(C#N)C=CC=C1)C(=O)N1CCCCC1 (6,7-dimethoxy-1-oxo-4-(piperidine-1-carbonyl)isoquinolin-2(1H)-yl)benzonitrile